(3-((4-(benzyloxy)phenyl)carbamoyl)phenyl)boronic acid C(C1=CC=CC=C1)OC1=CC=C(C=C1)NC(=O)C=1C=C(C=CC1)B(O)O